[Am](=O)O.NC1=CC=C(OC2=CC=C(C=C2)C(C(F)(F)F)(C(F)(F)F)C2=CC=C(C=C2)OC2=CC=C(C=C2)N)C=C1 2,2-bis[4-(4-aminophenoxy)phenyl]hexafluoropropane Americaformat